2-hydroxy-4-[(4-methoxyphenyl)methoxy]-5-methylbenzaldehyde OC1=C(C=O)C=C(C(=C1)OCC1=CC=C(C=C1)OC)C